7-(1-(2-Hydroxy-2-methylpropyl)-1H-pyrazol-4-yl)-1-isopropyl-3-methyl-8-(3-methylpyrrolo[1,2-a]pyrazin-7-yl)-3,6-dihydroimidazo[4,5-d]pyrrolo[2,3-b]pyridin-2(1H)-one OC(CN1N=CC(=C1)C1=C(C=2C(=NC=C3C2N(C(N3C)=O)C(C)C)N1)C=1C=C3N(C=C(N=C3)C)C1)(C)C